4-((3aR,6aS)-5-cyclobutyl-hexahydropyrrolo[3,4-c]pyrrol-2(1H)-yl)aniline C1(CCC1)N1C[C@@H]2[C@H](C1)CN(C2)C2=CC=C(N)C=C2